(S)-isobutyl (2-((1-(5-(3-isopropylphenyl)-1,2,4-oxadiazol-3-yl)ethyl)carbamoyl)-4-methoxypyridin-3-yl) carbonate C(OCC(C)C)(OC=1C(=NC=CC1OC)C(N[C@@H](C)C1=NOC(=N1)C1=CC(=CC=C1)C(C)C)=O)=O